FC(C(=O)O)(F)F.N1=CC(=CC=C1)C(=O)N pyridine-3-carboxamide 2,2,2-trifluoroacetate